1-(4-chloro-3-fluorophenyl)-3-isobutyl-1H-indazole-5-carboxylic acid ClC1=C(C=C(C=C1)N1N=C(C2=CC(=CC=C12)C(=O)O)CC(C)C)F